(2-fluoro-3-((7-((3-fluoropyridin-2-yl)oxy)-4-methyl-2-oxo-2H-chromen-3-yl)methyl)phenyl)propane-2-sulfonamide FC1=C(C=CC=C1CC=1C(OC2=CC(=CC=C2C1C)OC1=NC=CC=C1F)=O)CC(C)S(=O)(=O)N